C(C(C)(C)C)(=O)OC=1C=CC2=C(C1)OC(C=1C2N2N(CC1)C(N(C2=O)C2=CC=C(C=C2)C(C)=O)=O)(C)C 2-(4-acetylphenyl)-7,7-dimethyl-1,3-dioxo-2,3,5,12b-tetrahydro-1h,7h-chromeno[4,3-c][1,2,4]triazolo[1,2-a]pyridazin-10-yl pivalate